((2-(2,6-Dioxopiperidin-3-yl)-3-oxo-2,3-dihydro-1H-imidazo[1,5-a]indol-7-yl)methyl)-3-(4-methyl-3-(methylamino)phenyl)propanamide O=C1NC(CCC1N1C(N2C(=CC=3C=C(C=CC23)CC(C(=O)N)CC2=CC(=C(C=C2)C)NC)C1)=O)=O